N-(2-amino-4-bromo-6-methylphenyl)-4-(2-(trifluoromethyl)benzoyl)-1H-pyrrole-2-carboxamide NC1=C(C(=CC(=C1)Br)C)NC(=O)C=1NC=C(C1)C(C1=C(C=CC=C1)C(F)(F)F)=O